2-(3-((17-((2-(2,6-dioxopiperidin-3-yl)-1,3-dioxoisoindolin-4-yl)amino)-3,6,9,12,15-pentaoxaheptadecyl)oxy)phenyl)-N-(5-methyl-4-(1-(2-methylbenzoyl)indolin-5-yl)thiazol-2-yl)acetamide O=C1NC(CCC1N1C(C2=CC=CC(=C2C1=O)NCCOCCOCCOCCOCCOCCOC=1C=C(C=CC1)CC(=O)NC=1SC(=C(N1)C=1C=C2CCN(C2=CC1)C(C1=C(C=CC=C1)C)=O)C)=O)=O